C(C)C1=NN(C=2NC(NC(C21)=O)=O)C 3-ethyl-1-methyl-1H-pyrazolo[3,4-d]pyrimidine-4,6(5H,7H)-dione